Ethyl (2RS)-2-[4-chloro-6-[4-[3-[[4-(hydroxymethyl)-1-piperidyl]methyl]-1-bicyclo[1.1.1]pentanyl]phenyl]-1-oxo-isoindolin-2-yl]-2-(6,7-dihydro-5H-pyrrolo[1,2-c]imidazol-1-yl)acetate ClC1=C2CN(C(C2=CC(=C1)C1=CC=C(C=C1)C12CC(C1)(C2)CN2CCC(CC2)CO)=O)[C@@H](C(=O)OCC)C2=C1N(C=N2)CCC1 |r|